(2s,4r)-2-((1H-pyrazol-1-yl)methyl)-4-(5-(2-cyclopropyl-5-(trifluoromethoxy)phenyl)-1,3,4-oxadiazole-2-carboxamido)pyrrolidine-1-carboxylic acid tert-butyl ester C(C)(C)(C)OC(=O)N1[C@@H](C[C@H](C1)NC(=O)C=1OC(=NN1)C1=C(C=CC(=C1)OC(F)(F)F)C1CC1)CN1N=CC=C1